C1(=CC=CC=C1)C#CC=1C=C(C=NC1)[C@H]1NC(O[C@@H]1C=1C=NC=CC1)=O (4R,5R)-4-(5-(phenylethynyl)-3-pyridinyl)-5-(3-pyridinyl)-1,3-oxazolidin-2-one